C1(=CC=CC=C1)C=1C(=C(C=CC1S(=O)(=O)C1=CC=C(C=C1)O)O)C1=CC=CC=C1 diphenyl-4,4'-sulfonyldiphenol